3-(1-oxo-5-(((S)-piperidin-2-yl)methoxy)isoindolin-2-yl)piperidine-2,6-dione O=C1N(CC2=CC(=CC=C12)OC[C@H]1NCCCC1)C1C(NC(CC1)=O)=O